5,6-dimethyl-1-indanol CC=1C=C2CCC(C2=CC1C)O